C1(CC1)C1=NC=NC(=C1C1=NC=C(C(=N1)N(C)CC12C3C4C5(C3C1C5C24)C=2N(C=C(N2)C(F)(F)F)C2CC2)OC)OC 4'-cyclopropyl-N-((4-(1-cyclopropyl-4-(trifluoromethyl)-1H-imidazol-2-yl)cuban-1-yl)methyl)-5,6'-dimethoxy-N-methyl-[2,5'-bipyrimidine]-4-amine